C(C)(C)N1C(N(C=2N=NC=3C=CC(=CC3C21)C=2C=NC(=CC2)COCCOC)C)=O 1-isopropyl-8-(6-((2-methoxyethoxy)methyl)pyridin-3-yl)-3-methyl-1H-imidazo[4,5-c]cinnolin-2(3H)-one